2-((17,17,17-trifluoroheptadecyl)oxy)ethyl hydrogen ((((R)-1-(6-amino-9H-purin-9-yl)propan-2-yl)oxy)methyl)phosphonate NC1=C2N=CN(C2=NC=N1)C[C@@H](C)OCP(OCCOCCCCCCCCCCCCCCCCC(F)(F)F)(O)=O